C(CCCCCCC\C=C/C\C=C/CCCCC)OC(C)CN1CCN(CC1)C 2-linoleyloxy-3-(N-methylpiperazino)propane